N-[(3S,4S)-4-hydroxytetrahydrofuran-3-yl]-2-(1-methyl-1H-pyrazol-4-yl)-3-oxo-6-[4-(trifluoromethoxy)phenyl]-2,3-dihydropyridazine-4-carboxamide O[C@H]1[C@H](COC1)NC(=O)C=1C(N(N=C(C1)C1=CC=C(C=C1)OC(F)(F)F)C=1C=NN(C1)C)=O